tert-Butyl 4-(4-aminopyrrolo[2,1-f][1,2,4]triazin-7-yl)-3,6-dihydropyridine-1(2H)-carboxylate NC1=NC=NN2C1=CC=C2C=2CCN(CC2)C(=O)OC(C)(C)C